CONC(C1=C(C=CC=C1)NC1=NC(=NC=C1C(F)(F)F)NC1=CC=C(C=C1)N1CCOCC1)=O N-methoxy-2-((2-((4-morpholinophenyl)amino)-5-(trifluoromethyl)pyrimidin-4-yl)amino)benzamide